ClC1=C(OC2=C3C(=NC=C2)NC=C3)C=CC(=C1)[N+](=O)[O-] 4-(2-chloro-4-nitrophenoxy)-1H-pyrrolo[2,3-b]pyridine